4-(4-methoxy-phenyl)-4-vinyl-1,3-dioxolanone COC1=CC=C(C=C1)C1(OC(OC1)=O)C=C